4,7,21-tris((1H-pyrazol-3-yl)methyl)-1,4,7,10,13,16,21,24-octaazabicyclo[8.8.8]hexacosane N1N=C(C=C1)CN1CCN2CCNCCNCCN(CCN(CC1)CC1=NNC=C1)CCNCCN(CC2)CC2=NNC=C2